(4-amino-1,7-dimethyl-1H-pyrazolo[4,3-c]quinolin-8-yl)(2-(3-fluoropyridin-2-yl)-4-(methoxymethyl)pyrazolin-1-yl)methanone NC1=NC=2C=C(C(=CC2C2=C1C=NN2C)C(=O)N2N(C=C(C2)COC)C2=NC=CC=C2F)C